N-(3-(pyrrolidin-1-yl)benzyl)aniline N1(CCCC1)C=1C=C(CNC2=CC=CC=C2)C=CC1